2-Methyl-3-propylpyrazine CC1=NC=CN=C1CCC